1-(Furan-2-yl)propan-2-amine O1C(=CC=C1)CC(C)N